C(CC)[Si](CCC)(CCC)O[Si](CCC)(CCC)CCC tripropyl-silylether